6-amino-2-(1-methyl-1H-pyrazol-4-yl)benzo[d]oxazole-5-carbonitrile NC1=CC2=C(N=C(O2)C=2C=NN(C2)C)C=C1C#N